(2S,3S)-(-)-dimethyltartrate CC(C(C(=O)[O-])(O)C)(O)C(=O)[O-]